N-(1,4-dimethyl-3-(trifluoromethyl)-1H-pyrazol-5-yl)-2-iodobenzamide CN1N=C(C(=C1NC(C1=C(C=CC=C1)I)=O)C)C(F)(F)F